13-(4-cyanobutyl)-3-((6-cyanohexyl)oxy)-2,9,10-trimethoxy-5,6-dihydroisoquinolino[3,2-a]isoquinolin-7-ium C(#N)CCCCC1=C2C=CC(=C(C2=C[N+]2=C1C=1C=C(C(=CC1CC2)OCCCCCCC#N)OC)OC)OC